[(2S,3R,4R,5S,6S)-3,5-dimethoxy-6-methyl-4-propoxy-tetrahydropyran-2-yl]-N-[4-[1-[4-(1,1,2,2,2-pentafluoro-ethoxy)phenyl]-1,2,4-triazol-3-yl]phenyl]carbamate CO[C@H]1[C@@H](O[C@H]([C@@H]([C@H]1OCCC)OC)C)OC(NC1=CC=C(C=C1)C1=NN(C=N1)C1=CC=C(C=C1)OC(C(F)(F)F)(F)F)=O